(R)-8-(1-((6-chloro-2-(7-chloro-1-hydroxy-1,3-dihydrobenzo[c][1,2]oxaborol-5-yl)pyridin-3-yl)amino)ethyl)-2-isopropyl-3,6-dimethyl-4H-chromen-4-one ClC1=CC=C(C(=N1)C1=CC2=C(B(OC2)O)C(=C1)Cl)N[C@H](C)C=1C=C(C=C2C(C(=C(OC12)C(C)C)C)=O)C